ClC1=C(C=C2C=C(N=CC2=C1)NC(=O)[C@@H]1OCCC1)C1CCN(CC1)[C@]1(COC[C@H]1O)C (2R)-N-(7-chloro-6-(1-((3S,4S)-4-hydroxy-3-methyltetrahydrofuran-3-yl)piperidin-4-yl)isoquinolin-3-yl)tetrahydrofuran-2-carboxamide